(2R,3aS,6S,6aR)-6-((2-amino-3-fluoroquinolin-7-yl)oxy)-2-(4-methyl-7H-pyrrolo[2,3-d]pyrimidin-7-yl)hexahydro-3aH-cyclopenta[b]furan-3,3a-diol NC1=NC2=CC(=CC=C2C=C1F)O[C@H]1CC[C@]2([C@@H]1O[C@H](C2O)N2C=CC1=C2N=CN=C1C)O